COC=1C=2N(C=C(C1)C[C@@H]1CC[C@H](CC1)C(=O)N1OCC[C@H]1C1=NC=CN=C1)N=C(N2)C trans-[4-[(8-methoxy-2-methyl-[1,2,4]triazolo[1,5-a]pyridin-6-yl)methyl]cyclohexyl]-[(3S)-3-pyrazin-2-yl-1,2-oxazolidin-2-yl]methanone